5,7-difluoro-1,2,3,4-tetrahydronaphthalene-2-ol FC1=C2CCC(CC2=CC(=C1)F)O